(S)-10-ethyl-2-methyl-7-(6-(3-(piperidin-1-yl)propoxy)pyridine-3-yl)-9,10-dihydro-8-oxa-2,4,10a-triazanaphtho[2,1,8-cde]azulene-1(2H)-one C(C)[C@H]1COC2=C3C4=C(N(C(N14)=O)C)C=NC3=CC=C2C=2C=NC(=CC2)OCCCN2CCCCC2